N1C(=NC=C1)NC(=O)O.C(N)(O)=O.N1C=NC=C1 imidazole carbamate (imidazolecarbamate)